rac-N-(5-((3H-spiro[furo[3,4-c]pyridin-1,3'-piperidin]-1'-yl)methyl)-4-fluorothiazol-2-yl)acetamide N1(C[C@]2(CCC1)OCC=1C=NC=CC12)CC1=C(N=C(S1)NC(C)=O)F |r|